ClC1=C(C=C(C=C1)C1=CSC=2N=CN(C(C21)=O)/N=C/OCC)C(F)(F)F (E)-ethyl N-(5-(4-chloro-3-(trifluoromethyl)phenyl)-4-oxothieno[2,3-d]pyrimidin-3(4H)-yl)formimidate